C1(CC1)C(=O)N1[C@@H](CN(CC1)C1=NC=C(C(=N1)C=1C=NN(C1)C)C#C)C 2-[(3R)-4-(cyclopropylcarbonyl)-3-methylpiperazin-1-yl]-5-ethynyl-4-(1-methyl-1H-pyrazol-4-yl)pyrimidine